FC1=CC=C(C=C1)C1=NC=2C(=NC=CC2)N1C1=CC2=C(NCS2)C=C1 6-[2-(4-Fluorophenyl)imidazo[4,5-b]pyridin-3-yl]-3H-1,3-benzothiazol